(2S,3R)-2-acetamido-3-hydroxy-3-p-tolylpropionic acid methyl ester sulfur [S].COC([C@H]([C@@H](C1=CC=C(C=C1)C)O)NC(C)=O)=O